O=C1N(C(C2=C3C=4C(=CC=C13)C1=CC(=CC=C1OC4C=C2)C(F)(F)F)=O)C2=CC=C(C=C2)CC(=O)O 2-(4-(1,3-dioxo-9-(trifluoromethyl)-1H-xantheno[2,1,9-def]isoquinolin-2(3H)yl)phenyl)acetic acid